3-chloro-5-(3-isopropyl-5-(1-(tetrahydro-2H-pyran-4-yl)piperidin-4-yl)-1H-indol-2-yl)-1,4-dimethylpyridin-2(1H)-one ClC=1C(N(C=C(C1C)C=1NC2=CC=C(C=C2C1C(C)C)C1CCN(CC1)C1CCOCC1)C)=O